COC(=O)C1=CC2=C(OC(C(=N2)N2CCOCC2)(C)C)C=C1[N+](=O)[O-] 2,2-dimethyl-3-morpholino-7-nitro-2H-benzo[b][1,4]oxazine-6-carboxylic acid methyl ester